O1CCN(CC1)C(C[C@H](C(=O)N[C@@H](CCCC1=CC=CC=C1)B(O)O)NC(=O)O[C@H]1COCC1)=O ((R)-1-((R)-4-morpholino-4-oxo-2-(((((R)-tetrahydrofuran-3-yl)oxy)carbonyl)amino)butanamido)-4-phenylbutyl)boronic acid